tert-butyl (1S,5S,6S)-3-[7-chloro-8-fluoro-2-[[1-(hydroxymethyl)cyclopropyl]methoxy]pyrido[4,3-d]pyrimidin-4-yl]-6-ethoxy-3,8-diazabicyclo[3.2.1]octane-8-carboxylate ClC1=C(C=2N=C(N=C(C2C=N1)N1C[C@@H]2C[C@@H]([C@H](C1)N2C(=O)OC(C)(C)C)OCC)OCC2(CC2)CO)F